N-[(1S,2R)-2-hydroxy-1-(hydroxycarbamoyl)propyl]-4-[2-(4-morpholinophenyl)ethynyl]benzamide O[C@@H]([C@@H](C(NO)=O)NC(C1=CC=C(C=C1)C#CC1=CC=C(C=C1)N1CCOCC1)=O)C